3,5-diphenyl-1H-pyrazole C1(=CC=CC=C1)C1=NNC(=C1)C1=CC=CC=C1